5-((4-fluoro-2-isopropylphenyl)amino)-2-(trifluorometh-yl)isonicotinic acid FC1=CC(=C(C=C1)NC1=CN=C(C=C1C(=O)O)C(F)(F)F)C(C)C